C1(CCCCC1)C(=CC(=O)[O-])C.[Na+] sodium 3-cyclohexyl-2-butenoate